1-(chloromethyl)-5-fluoro-3-methanesulfonyl-2-methylbenzene ClCC1=C(C(=CC(=C1)F)S(=O)(=O)C)C